N[C@H]1C[C@H](N(CC1)C(=O)N1CC2(CCCC2)[C@](CC1)(OC)CN1C(C=C(C=C1)C1=CC=CC=C1)=O)C1=CC=CC=C1 1-(((S)-7-((2S,4R)-4-amino-2-phenylpiperidine-1-carbonyl)-10-methoxy-7-azaspiro[4.5]dec-10-yl)methyl)-4-phenylpyridin-2(1H)-one